C(CCC)OC1=NN=C(O1)[C@H]1CC[C@@H](CN1)NC(COC1=CC(=C(C=C1)Cl)F)=O N-[(3S,6R)-6-(5-butoxy-1,3,4-oxadiazol-2-yl)piperidin-3-yl]-2-(4-chloro-3-fluorophenoxy)acetamide